6-[4-Chloro-3-(1,1-difluoroethyl)phenyl]-1-[(5-chloro-3-pyridyl)methyl]pyrazolo[4,3-b]pyridine ClC1=C(C=C(C=C1)C=1C=C2C(=NC1)C=NN2CC=2C=NC=C(C2)Cl)C(C)(F)F